ClC1=CN=C(C2=CC=C(C=C12)NCC=1C=NC(=CC1)OCC1CC=2N(CC1)C=CN2)NC(OC)=O Methyl N-[4-chloro-6-[[6-(5,6,7,8-tetrahydroimidazo[1,2-a]pyridin-7-ylmethoxy)-3-pyridyl]methylamino]-1-isoquinolyl]carbamate